CC(C(C(=O)O)C(C)=O)(C(=O)O)C.C(C)(=O)C(C(=O)OC)CC(=O)OC dimethyl 2-acetylsuccinate (dimethyl acetylsuccinate)